N[C@H]1CS(C2=C(N(C1=O)CC1=CC=C(C=C1)Cl)C=C(C(=C2)F)C2=NOC(=N2)C=2C(=NC(=CC2)F)C)(=O)=O (3R)-3-amino-5-[(4-chlorophenyl)methyl]-8-fluoro-7-[5-(6-fluoro-2-methyl-3-pyridyl)-1,2,4-oxadiazol-3-yl]-1,1-dioxo-2,3-dihydro-1λ6,5-benzothiazepin-4-one